C(C)(C)(C)OC(=O)N1CCC(CC1)/C(=N/O)/Cl.IC=1C(C2=CC=CC=C2C(C1C1N(CCNC1)C1=NC=CC=N1)=O)=O 2-iodo-3-(1-(2-pyrimidinyl)piperazinyl)naphthoquinone tert-butyl-(Z)-4-(chloro(hydroxyimino)methyl)piperidine-1-carboxylate